N[C@@H]1CC[C@H](OC[C@H]1F)C1=C(C=NN1C)NC(=O)C=1N=C(SC1)C1=NC=CC=C1C N-(5-((2S,5R,6S)-5-amino-6-fluorooxepan-2-yl)-1-methyl-1H-pyrazol-4-yl)-2-(3-methylpyridin-2-yl)thiazole-4-carboxamide